ClC1=C(C=NC=C1)CC(=O)N1CCC2=CC(=CC(=C12)F)C1=NC(=NC=C1)NC1=CC=NN1C 2-(4-chloropyridin-3-yl)-1-(7-fluoro-5-(2-((1-methyl-1H-pyrazol-5-yl)amino)pyrimidin-4-yl)indolin-1-yl)ethan-1-one